1-Methyl-1H-pyrazolo[3,4-d]pyridazin CN1N=CC=2C1=CN=NC2